N-(5-(6-(4-(tert-butyl)-2-(4-methylpiperazin-1-yl)phenyl)-1-oxo-3,4-dihydroisoquinolin-2(1H)-yl)-2-((2-methoxyethoxy)methoxy)phenyl)methanesulfonamide C(C)(C)(C)C1=CC(=C(C=C1)C=1C=C2CCN(C(C2=CC1)=O)C=1C=CC(=C(C1)NS(=O)(=O)C)OCOCCOC)N1CCN(CC1)C